OB1OC2=C(C[C@@H]1NC([C@@H](C1=NC=C(C=C1)P(=O)(O)O)NC(=O)N1C(N(CC1)S(=O)(=O)C)=O)=O)C=CC=C2C(=O)O (R)-2-hydroxy-3-((R)-2-(3-(methylsulfonyl)-2-oxoimidazolidine-1-carboxamido)-2-(5-phosphonopyridin-2-yl)acetamido)-3,4-dihydro-2H-benzo[e][1,2]oxaborinine-8-carboxylic acid